C1(=CC=CC=C1)[C@@H](C)N1[C@H]([C@H](CC1)CC=1C=NC=NC1)C(=O)OCC ethyl (2R,3S)-1-((R)-1-phenylethyl)-3-(pyrimidin-5-ylmethyl)pyrrolidine-2-carboxylate